4-hydroxy-4'-carboxyl-azobenzene OC1=CC=C(C=C1)N=NC1=CC=C(C=C1)C(=O)O